N-(3-chloro-5-methylbenzyl)-2-(4-ethyl-2,5-dimethoxyphenyl)ethan-1-amine ClC=1C=C(CNCCC2=C(C=C(C(=C2)OC)CC)OC)C=C(C1)C